((3-(cyclobutylcarbamoyl)-8-(methylamino)imidazo[1,2-b]pyridazin-6-yl)amino)-2-oxo-2H-[1,2'-bipyridine]-5'-carboxylic acid C1(CCC1)NC(=O)C1=CN=C2N1N=C(C=C2NC)NC=2C(N(C=CC2)C2=NC=C(C=C2)C(=O)O)=O